CC(=O)OC1=C(C(=C(C(=C1OC(=O)C)C2=CC=C(C=C2)O)OC(=O)C3=CC=CC=C3)OC(=O)C)C4=CC=C(C=C4)O The molecule is a para-terphenyl that consists of 1,4-diphenylbenzene substituted by acetyloxy groups at positions 3', 5' and 6', hydroxy groups at positions 4 and 4'' and a benzyloxy group at position 2'. It is isolated from the fruit body of the mushroom Paxillus curtisii and exhibits radical scavenging activity. It has a role as a metabolite and a radical scavenger. It is a member of phenols, an acetate ester, a benzoate ester and a para-terphenyl. It derives from a hydride of a 1,4-diphenylbenzene.